C1(CC1)C1=C(C=C2CCCN(C2=C1)C1=C2CN(CC2=CC(=C1)C1=CC(=NC=C1)OC1(CC=CC=C1)C)C(=O)OC(C)(C)C)C=1C=NN(C1)C tert-butyl {4-[7-cyclopropyl-6-(1-methylpyrazol-4-yl)-3,4-dihydro-2H-quinolin-1-yl]-6-[2-(1-methylphenoxy)pyridin-4-yl]-1,3-dihydroisoindol-2-yl}carboxylate